CC=1C=C(C=CC1OC1=CC2=C(N(C=N2)C)C=C1)NC1=NC=NC2=CC=C3C(=C12)OC[C@H]1N(CCN3C1)C(=O)OC(C)(C)C tert-butyl (3S)-13-((3-methyl-4-((1-methyl-1H-benzo[d]imidazol-5-yl)oxy)phenyl)amino)-2,3,5,6-tetrahydro-4H-3,7-methano[1,4,7]oxadiazonino[2,3-f]quinazoline-4-carboxylate